O=C1C=C(C=NN1)NC(C1=CC=C(C=C1)C(F)(F)F)=O N-(6-oxo-1,6-dihydropyridazin-4-yl)-4-(trifluoromethyl)benzamide